8'-methyl-N-[(1-methyl-1H-pyrazol-3-yl)methyl]-2'-(pyridin-2-ylmethyl)-2',5'-dihydrospiro[cyclopropane-1,4'-furo[2,3-g]indazole]-7'-carboxamide CC1=C(OC=2CC3(C4=CN(N=C4C21)CC2=NC=CC=C2)CC3)C(=O)NCC3=NN(C=C3)C